3,5-dimethoxy-4-(beta-D-glucopyranosyl)phenol COC=1C=C(C=C(C1[C@H]1[C@H](O)[C@@H](O)[C@H](O)[C@H](O1)CO)OC)O